(2R)-2-[({5-chloro-7-oxo-7,8-dihydro-6H-spiro[[1,3]oxazolo[5,4-f]quinazoline-9,1'-cyclohexan]-2-yl}methyl)amino]-N,N-dimethylpropanamide ClC=1C=C2C(=C3C1NC(NC31CCCCC1)=O)OC(=N2)CN[C@@H](C(=O)N(C)C)C